COC1=CC=C(C=C1)C1(C=CC2=C(O1)C1=CC=CC=C1C(=C2C(=O)OC)O)C(C)(C)C 2-(4-methoxy-phenyl)-2-tert-butyl-5-methoxy-carbonyl-6-hydroxy-2H-naphtho[1,2-b]pyran